ClC1=C(C=C(C=C1)C=1C=C2CN(CC2=CC1)C(CN1N=C(N=C1)C#N)=O)F 1-(2-(5-(4-chloro-3-fluorophenyl)isoindolin-2-yl)-2-oxoethyl)-1H-1,2,4-triazole-3-carbonitrile